2-(3,5-difluoro-4-((1-methyl-1H-benzo[d]imidazol-6-yl)oxy)phenyl)-3,5-dioxo-2,3,4,5-tetrahydro-1,2,4-triazine-6-carbonitrile FC=1C=C(C=C(C1OC=1C=CC2=C(N(C=N2)C)C1)F)N1N=C(C(NC1=O)=O)C#N